O1CC(C1)C(C)=O 1-(oxetan-3-yl)ethanone